3-isopropylbicyclo[1.1.1]pentan-1-amine hydrochloride Cl.C(C)(C)C12CC(C1)(C2)N